BrC=1C(=C(C=CC1Cl)S(=O)(C(F)(F)F)=N)Cl (3-bromo-2,4-dichlorophenyl)(imino)(trifluoromethyl)-λ6-sulfanone